N-(3-(3'-chloro-6-methoxy-5-(((oxetan-2-ylmethyl)amino)methyl)-[2,4'-bipyridin]-2'-yl)-2-methylphenyl)-5-((3-hydroxyazetidin-1-yl)methyl)picolinamide ClC=1C(=NC=CC1C1=NC(=C(C=C1)CNCC1OCC1)OC)C=1C(=C(C=CC1)NC(C1=NC=C(C=C1)CN1CC(C1)O)=O)C